CC1=CC=2NC3=CC(=CC=C3C2C=C1)C 2,7-dimethylcarbazole